[Na].[Na].ClC(C1=NC(=NO1)C1=CC=C(C=C1)C(CS(=O)(=O)C)=O)(F)F 1-(4-(5-(chlorodifluoromethyl)-1,2,4-oxadiazol-3-yl)phenyl)-2-(methylsulfonyl)ethan-1-one DISODIUM